CC1=CC=C(C=C1)CN1C(CCC1=O)CC(=O)NCCC1=CC(=CC=C1)OC(F)(F)F 2-[1-[(4-methylphenyl)methyl]-5-oxopyrrolidin-2-yl]-N-[2-[3-(trifluoromethoxy)phenyl]ethyl]acetamid